2-(2,6-dioxopiperidin-3-yl)-6-methoxy-1-oxoisoindoline-4-carboxylic acid O=C1NC(CCC1N1C(C=2C=C(C=C(C2C1)C(=O)O)OC)=O)=O